C1=C(C=CC=2C3=CC=CC=C3C=CC12)C(=O)N1[C@H]([C@H](NCC1)C(=O)O)C(=O)O |r| (±)-cis-1-(phenanthren-2-yl-carbonyl)-piperazine-2,3-dicarboxylic acid